6-(methylthio)-1,2-dihydro-3H-pyrazolo[3,4-d]Pyrimidine-3-one CSC1=NC=C2C(=N1)NNC2=O